2-[3-[3-fluoro-4-[2-oxo-2-[3-[[[(2S,3R,4R,5R)-2,3,4,5,6-pentahydroxyhexyl] amino] methyl] azetidin-1-yl] ethyl] phenoxy] propyl]-7-azaspiro[3.5]nonane-7-carboxylate FC=1C=C(OCCCC2CC3(C2)CCN(CC3)C(=O)[O-])C=CC1CC(N1CC(C1)CNC[C@@H]([C@H]([C@@H]([C@@H](CO)O)O)O)O)=O